8-(2-(methoxycarbonyl)-5-methyl-6-(propylcarbamoyl)pyridin-3-yl)-4,5-dihydrobenzo[b]thieno[2,3-d]oxepine-9-carboxylic acid COC(=O)C1=NC(=C(C=C1C=1C(=CC2=C(OCCC3=C2SC=C3)C1)C(=O)O)C)C(NCCC)=O